CC1=C(C=CC=C1C)C1=C(C=C2C(=N1)C(=NN2)C=2C=NN(C2)C)CO (5-(2,3-Dimethylphenyl)-3-(1-methyl-1H-pyrazol-4-yl)-1H-pyrazolo[4,3-b]pyridin-6-yl)methanol